[14C]-methanol [14CH3]O